trans-N-[8-amino-6-(4-ethyl-3-pyridyl)-2,7-naphthyridin-3-yl]-2-(methoxymethyl)cyclopropanecarboxamide NC=1N=C(C=C2C=C(N=CC12)NC(=O)[C@H]1[C@@H](C1)COC)C=1C=NC=CC1CC